5-chloro-2-(4,4-difluoroazepan-1-yl)-N-(4-fluoro-3-(N'-hydroxycarbamimidoyl)phenyl)-6-ethylnicotinamide ClC=1C(=NC(=C(C(=O)NC2=CC(=C(C=C2)F)C(N)=NO)C1)N1CCC(CCC1)(F)F)CC